CN1N=CC(=C1B1OC(C(O1)(C)C)(C)C)C#N 1-methyl-5-(4,4,5,5-tetramethyl-1,3,2-dioxaborolan-2-yl)pyrazole-4-carbonitrile